ClCCN(C1=CC=C(C=C1)C1=NC2=C(N1)C1=CC=CC=C1C=1C=CC=CC12)CCCl bis(beta-chloroethyl)-4-(1H-phenanthro[9,10-d]imidazole-2-yl)aniline